ethyl 5-(aminomethyl)-1,3,4-oxadiazole-2-carboxylate NCC1=NN=C(O1)C(=O)OCC